ClC1=CC(=C(C=C1)C1(OC2=C(O1)C=CC=C2C2CCNCC2)C)F 4-[2-(4-chloro-2-fluorophenyl)-2-methyl-1,3-benzodioxol-4-yl]piperidine